N-(2,5-di(piperidin-1-yl)oxazolo[4,5-b]pyridin-6-yl)-2-(2-hydroxypyridin-3-yl)oxazole-4-carboxamide N1(CCCCC1)C=1OC=2C(=NC(=C(C2)NC(=O)C=2N=C(OC2)C=2C(=NC=CC2)O)N2CCCCC2)N1